N=O AZANON